FC1=C(C=CC=C1NS(NC)(=O)=O)CN1C(OC2=C(C1(C)C)C=CC(=C2)OC=2N=NC=CC2)=O 3-({2-fluoro-3-[(methylsulfamoyl)amino]phenyl}methyl)-4,4-dimethyl-7-(pyridazine-3-yloxy)-3,4-dihydro-2H-1,3-benzoxazin-2-one